CC(CO)C 2-methylpropylhydroxid